FC=1C=CC(=NC1)C(=O)NC1=CC2=CN(N=C2C=C1OC)C1CCC(CC1)CO 5-fluoro-N-[2-[4-(hydroxymethyl)cyclohexyl]-6-methoxy-indazol-5-yl]pyridine-2-carboxamide